ClC1=C(C(=C(C=C1OC)OC)Cl)C1=CC2=C(N=C(N=C2)N[C@@H]2COCC[C@@H]2NC(C=C)=O)C(=N1)OCC N-((3S,4S)-3-((6-(2,6-dichloro-3,5-di-methoxyphenyl)-8-ethoxypyrido[3,4-d]pyrimidin-2-yl)amino)tetra-hydro-2H-pyran-4-yl)acrylamide